4-((2,5-dihydroxy-4-sulfophenyl)methoxymethyl)-2,5-dihydroxybenzoic acid OC1=C(C=C(C(=C1)S(=O)(=O)O)O)COCC1=CC(=C(C(=O)O)C=C1O)O